CC1=CC=C(C=C1)CSCC1=CC=C(C=C1)C 4-methylphenylmethylsulfide